1-(4-((3-(3-fluoro-4-methoxyphenyl)imidazo[1,2-a]pyrazin-8-yl)amino)-2-methylbenzoyl)-N-((1-methylazetidin-3-yl)meth-yl)piperidine-4-carboxamide FC=1C=C(C=CC1OC)C1=CN=C2N1C=CN=C2NC2=CC(=C(C(=O)N1CCC(CC1)C(=O)NCC1CN(C1)C)C=C2)C